1-cyclopentyl-3-methyl-6-((3-(methylsulfonyl)phenyl)amino)-1,3-dihydro-2H-imidazo[4,5-c]pyridin-2-one C1(CCCC1)N1C(N(C=2C=NC(=CC21)NC2=CC(=CC=C2)S(=O)(=O)C)C)=O